C(#N)C[C@H]1N(C[C@@H](C1)O)C(=O)OC(C)(C)C tertbutyl (2R,4R)-2-(cyanomethyl)-4-hydroxypyrrolidine-1-carboxylate